FC1=C(C=CC(=C1)F)C1=NC(=CC2=C1N=C(N(C2=O)C)C(F)(F)F)N2C[C@@H](O[C@@H](C2)C2=CC(=NC=C2)C)C 8-(2,4-difluorophenyl)-3-methyl-6-((2S,6R)-2-methyl-6-(2-methylpyridin-4-yl)morpholino)-2-(trifluoromethyl)pyrido[3,4-d]pyrimidin-4(3H)-one